C(C)(C)(C)OC(=O)N1C[C@@H](CCC1)C(=O)NC1=NN(C2=CC=C(C=C12)C1=C(C=CC(=C1)C#N)Cl)C(=O)OCCOC 2-Methoxyethyl 3-({[(3R)-1-(tert-butoxycarbonyl)piperidin-3-yl]carbonyl}amino)-5-(2-chloro-5-cyanophenyl)-1H-indazole-1-carboxylate